NC1=NC(=C(C=2N1C(N(N2)CC=2C(=NC=C(C2)F)OC)=O)C2=CC(=NC(=C2)C)C)C2=CC=CC=C2 5-amino-8-(2,6-dimethyl-4-pyridinyl)-2-[(5-fluoro-2-methoxy-3-pyridinyl)methyl]-7-phenyl-[1,2,4]triazolo[4,3-c]pyrimidin-3-one